hexan-butylguanidinium C(CCC)N(C(N(CCCC)CCCC)=[N+](CCCC)CCCC)CCCC